ethyl 2-(4-(5-(((tert-butoxycarbonyl)(methyl)amino)methyl) pyrimidin-2-yl)piperazin-1-yl)pyrimidine-5-carboxylate C(C)(C)(C)OC(=O)N(C)CC=1C=NC(=NC1)N1CCN(CC1)C1=NC=C(C=N1)C(=O)OCC